(S)-N-Boc-L-prolinol C(=O)(OC(C)(C)C)N1[C@@H](CCC1)CO